N(=C=O)C(CC)[Si](OCC)(OCC)C 1-isocyanatopropyl-methyldiethoxysilane